O[C@@H]1CC[C@H](CC1)CNC(=O)C1=CC2=C(N(C(=N2)NC=2SC3=C(N2)C=CC(=C3)OC(F)(F)F)C)C=C1 1-Methyl-2-(6-trifluoromethoxy-benzothiazol-2-ylamino)-1H-benzoimidazole-5-carboxylic acid (trans-4-hydroxy-cyclohexylmethyl)-amide